2-(6-fluoro-1H-indol-4-yl)acetic acid FC1=CC(=C2C=CNC2=C1)CC(=O)O